ClC1=C(C(=O)OC)C=CC=C1C1=CNC(=C1)C#N methyl 2-chloro-3-(5-cyano-1H-pyrrol-3-yl)benzoate